FC1=NC=CC=C1CN1[C@@H](CCN2C1=NC(=CC2=O)N2[C@@H](COCC2)C)C(F)(F)F (S)-9-(2-Fluoropyridin-3-ylmethyl)-2-((R)-3-methylmorpholin-4-yl)-8-trifluoromethyl-6,7,8,9-tetrahydro-pyrimido[1,2-a]-pyrimidin-4-one